N-((5-(trifluoromethyl)pyridin-2-yl)methyl)bicyclo[1.1.1]-pentan-1-amine FC(C=1C=CC(=NC1)CNC12CC(C1)C2)(F)F